2-(4-fluoro-2-isopropylphenyl)-4,4,5,5-tetramethyl-1,3,2-dioxaborolan FC1=CC(=C(C=C1)B1OC(C(O1)(C)C)(C)C)C(C)C